CC1(OB(OC1(C)C)C1=CC=C(C=C1)[C@@H](C)O)C (R)-1-(4-(4,4,5,5-Tetramethyl-1,3,2-dioxaborolan-2-yl)phenyl)ethanol